[I-].C(C)(C)(C)OC(=O)NCCCN1C=[N+](C=C1)C 1-(3-((tert-butoxycarbonyl)amino)propyl)-3-methyl-1H-imidazol-3-ium iodide